ClC1=CC(=C(C=N1)C=1N=NN(C1)C1CCC(CC1)CO)NC(C)C [4-[4-[6-chloro-4-(isopropylamino)-3-pyridyl]triazol-1-yl]cyclohexyl]methanol